2-((6-((4-chloro-2-fluorobenzyl)oxy)-5'-methyl-2'-oxo-[2,4'-bipyridin]-1'(2'H)yl)methyl)-3-(oxetan-2-ylmethyl)-3H-imidazo[4,5-b]pyridine-5-carboxylic acid ClC1=CC(=C(COC2=CC=CC(=N2)C2=CC(N(C=C2C)CC2=NC=3C(=NC(=CC3)C(=O)O)N2CC2OCC2)=O)C=C1)F